6-chloro-1,3,5-triazine ClC1=NC=NC=N1